C(/C1=CC=CC=C1)=C/1\CN\C(\CN1)=C/C=1N=CNC1C(C)(C)C (3Z,6Z)-3-benzylidene-6-[(5-tert-butyl-1H-imidazol-4-yl)methylene]piperazine